C(C=C)(=O)N1[C@@H]2CN([C@@H]2CC1)C1=C(C(=NC2=C(C(=NC=C12)C1=CC=CC=2CCCCC12)F)OCC12CCCN2CCC1)CC#N ((1R,5R)-2-acryloyl-2,6-diazabicyclo[3.2.0]hept-6-yl)-8-fluoro-2-((tetrahydro-1H-pyrrolizin-7a(5H)-yl)methoxy)-7-(5,6,7,8-tetrahydronaphthalen-1-yl)-1,6-naphthyridine-3-acetonitrile